FC1=CC(=C(N)C=C1)C(=C)C1=CC=CC=C1 4-fluoro-2-(1-phenylethenyl)aniline